4-methyl-1-(4-methoxy-phenyl)imidazole CC=1N=CN(C1)C1=CC=C(C=C1)OC